(4R)-pyridinyloxyoxazoline N1=C(C=CC=C1)OC=1OCCN1